(1R,3S)-3-(1-cyclopropyl-3-(6-(trifluoromethyl)pyridin-2-yl)cyclopentyl)-2-thia-7-azaspiro[3.5]nonane 2,2-dioxide C1(CC1)[C@@]1(CC(CC1)C1=NC(=CC=C1)C(F)(F)F)[C@@H]1S(CC12CCNCC2)(=O)=O